ClC=1C(=C(C(=CC1)N1N=NN=C1)C=1CCC2N(C(C1)=O)C(CC2)C(=O)NC=2C=C1N=CC=NC1=CC2)F 7-(3-chloro-2-fluoro-6-(1H-tetrazol-1-yl)phenyl)-5-oxo-N-(quinoxalin-6-yl)-2,3,5,8,9,9a-hexahydro-1H-pyrrolo[1,2-a]azepine-3-carboxamide